7-(dibenzylamino)-6-phenylpyrazolo[1,5-a]pyrimidine-3-carboxylic acid C(C1=CC=CC=C1)N(C1=C(C=NC=2N1N=CC2C(=O)O)C2=CC=CC=C2)CC2=CC=CC=C2